C(C)C(CN(CC(CCCC)CC)CN1N=NC2=C1C=CC=C2C(=O)O)CCCC 1-[N,N-bis(2-ethylhexyl)aminomethyl]carboxybenzotriazole